1,5-dihydroxyisoquinoline OC1=NC=CC2=C(C=CC=C12)O